5-[3-(5-fluoro-6-methylpyridin-2-yl)pyrrolidine-1-carbonyl]-6-methyl-N-(1-methylcyclopropyl)furo[2,3-d]pyrimidin-4-amine FC=1C=CC(=NC1C)C1CN(CC1)C(=O)C1=C(OC=2N=CN=C(C21)NC2(CC2)C)C